3-((dimethylamino)methyl)-2-oxopyrrolidine-1-carboxylic acid tert-butyl ester C(C)(C)(C)OC(=O)N1C(C(CC1)CN(C)C)=O